CC1=CC=C(C=C1)S(=O)(=O)O.CC1=CC=C(C=C1)S(=O)(=O)O.C(C1=CC=CC=C1)#N benzonitrile bis(4-methylbenzenesulfonate)